(E)-2-chloro-N-(4-(difluoromethyl)-5-(3-(dimethylamino)acryloyl)-6-oxo-1,6-dihydropyridin-2-yl)-8,8-dimethyl-7,8-dihydro-6H-cyclopenta[e]pyrazolo[1,5-a]pyrimidine-6-carboxamide ClC1=NN2C(N=CC3=C2C(CC3C(=O)NC=3NC(C(=C(C3)C(F)F)C(\C=C\N(C)C)=O)=O)(C)C)=C1